C(C1=CC=CC=C1)NC(C=CC=CC=C)=O N-benzyl-hept-2,4,6-trienamide